(2-chloro-4-trifluoromethoxybenzyl)-[2-(9-(pyridin-2-yl)-6-oxaspiro[4.5]decan-9-yl)ethyl]amine ClC1=C(CNCCC2(CCOC3(CCCC3)C2)C2=NC=CC=C2)C=CC(=C1)OC(F)(F)F